CN(C(C(=C)C)=O)C1=C(C=C(C=C1)Br)C#N N-methyl-N-(2-cyano-4-bromophenyl)-methacrylamide